benzyl-(4-(4-(methoxymethoxy)phenyl)-1-methyl-1H-1,2,3-triazol-5-yl)carbamic acid tert-butyl ester C(C)(C)(C)OC(N(C1=C(N=NN1C)C1=CC=C(C=C1)OCOC)CC1=CC=CC=C1)=O